2-(4-(methylcarbamoyl)phenyl)-N-((3-methyltetrahydrofuran-3-yl)methyl)benzo[d]imidazo[2,1-b]thiazole-7-carboxamide CNC(=O)C1=CC=C(C=C1)C=1N=C2SC3=C(N2C1)C=CC(=C3)C(=O)NCC3(COCC3)C